4α-carboxy-5α-cholest-8-en-3β-ol C(=O)(O)[C@H]1[C@@H]2CCC=3[C@@H]4CC[C@H]([C@@H](CCCC(C)C)C)[C@]4(CCC3[C@]2(CC[C@@H]1O)C)C